C[Si](CCC#N)(C)C β-trimethylsilylpropionitrile